FC=1C(=NC(=NC1)N[C@H]1[C@@H](COCC1)O)C=1C=C(C=2N(C1)C(=C(N2)C)C2=COC=C2)F (3s,4r)-4-((5-fluoro-4-(8-fluoro-3-(furan-3-yl)-2-methylimidazo[1,2-a]pyridin-6-yl)pyrimidin-2-yl)amino)tetrahydro-2H-pyran-3-ol